C(C)(=O)C=1C=C(C=CC1)C=1N=C(C2=C(N1)C=C(S2)CN(C2=NC=C(C=N2)C(=O)OCC)C)N2CCOCC2 ethyl 2-(((2-(3-acetylphenyl)-4-morpholinothieno[3,2-d]pyrimidin-6-yl) methyl) (methyl)amino)pyrimidine-5-carboxylate